CO[Si](CCCNC1=CC=CC=C1)(OC)OC N-phenyl-gamma-aminopropyltrimethoxysilane